(R)-5-(((4-(3-chloro-4-(2-chloro-3-((3-fluoro-4-(((((R)-oxetan-2-yl)methyl)amino)methyl)pyridin-2-yl)amino)phenyl)pyridin-2-yl)-2-methoxybenzyl)amino)methyl)pyrrolidin-2-one ClC=1C(=NC=CC1C1=C(C(=CC=C1)NC1=NC=CC(=C1F)CNC[C@@H]1OCC1)Cl)C1=CC(=C(CNC[C@H]2CCC(N2)=O)C=C1)OC